CC(C(=O)SCCNC(CCNC([C@@H](C(COP(OP(OC[C@@H]1[C@H]([C@H]([C@@H](O1)N1C=NC=2C(N)=NC=NC12)O)OP(=O)(O)O)(=O)O)(=O)O)(C)C)O)=O)=O)CCC 2-methylvaleryl-CoA